tert-Butyl 2-(2-(2-(3-(((benzyloxy)carbonyl)amino)-5-(trifluoromethoxy)phenoxy)ethoxy)-ethoxy)acetate C(C1=CC=CC=C1)OC(=O)NC=1C=C(OCCOCCOCC(=O)OC(C)(C)C)C=C(C1)OC(F)(F)F